FC1(OC2=C(O1)C=C(C(=C2)C(=O)NC2=CC(=C(C=C2)F)C(F)(F)F)NC(C2=C(C=CC(=C2)C#CCO)OC)=O)F 2,2-difluoro-N-(4-fluoro-3-(trifluoromethyl)phenyl)-6-(5-(3-hydroxyprop-1-yn-1-yl)-2-methoxybenzamido)benzo[d][1,3]dioxole-5-carboxamide